3-(dimethyl-amino)pyrrolidin-2-one CN(C1C(NCC1)=O)C